N,N,N-triethyl-N-methyl-ammonium methyl-carbonate COC([O-])=O.C(C)[N+](C)(CC)CC